ClC1=CC=C2C(=N1)N=CO2 5-chlorooxazolo[4,5-b]pyridin